(S)-1-((S)-1-(2-((S)-1-Amino-5,5,5-trifluoro-4,4-dimethylpentyl)imidazo[1,2-b]pyridazin-7-yl)-2-cyclopropoxyethyl)-4-(trifluoromethyl)imidazolidin-2-one N[C@@H](CCC(C(F)(F)F)(C)C)C=1N=C2N(N=CC(=C2)[C@@H](COC2CC2)N2C(N[C@@H](C2)C(F)(F)F)=O)C1